(L-valyl)butyric acid N[C@@H](C(C)C)C(=O)C(C(=O)O)CC